C(C)(C)(CC)C1=C(C=CC=C1)C(C)C t-amylcumene